4-[1-(4-fluorophenyl)-4-hydroxy-2-[2-methoxy-1-(methoxymethyl)-1-methyl-ethyl]indol-3-yl]benzoic acid FC1=CC=C(C=C1)N1C(=C(C2=C(C=CC=C12)O)C1=CC=C(C(=O)O)C=C1)C(COC)(C)COC